C1(=CC=CC=C1)C1=NC(=NC(=N1)C1=CC=CC=C1)C1=CC=C(C=C1)C1=CC2=C(OC3=C([Si]24C2=C(C5=C4C=CC=C5)C=CC=C2)C=CC=C3)C=C1 2,4-diphenyl-6-(4-(spiro[dibenzo[b,d]silole-5,10'-dibenzo[b,e][1,4]oxasilin]-2'-yl)phenyl)-1,3,5-triazine